propenyl-triphenylpiperazine C(=CC)C1C(N(CCN1)C1=CC=CC=C1)(C1=CC=CC=C1)C1=CC=CC=C1